ClCC1=C(C=C(N=N1)NC1C(NC(CC1)=O)=O)F 3-((6-(Chloromethyl)-5-fluoropyridazin-3-yl)amino)piperidine-2,6-dione